FC(C1=NN=C(S1)N1N=CC2=C(C=C(C=C12)S(N)(=O)=O)N1CCN(CC1)C(=O)N(C)CCF)F 4-{1-[5-(difluoromethyl)-1,3,4-thiadiazol-2-yl]-6-sulfamoylindazol-4-yl}-N-(2-fluoroethyl)-N-methylpiperazine-1-carboxamide